C\C=C\C(CCCCCCC)O (E)-undec-2-en-4-ol